CC(CCCC)(O)O Methyl-pentanediol